FC1=CC=C(C=C1)C=1N(C(=CN1)C(F)(F)F)CC1=C(OCCC[C@H](CC(=O)O)C)C=CC=C1 (3R)-6-(2-((2-(4-fluorophenyl)-5-(trifluoromethyl)-1H-imidazol-1-yl)methyl)phenoxy)-3-methylhexanoic acid